zinc acetyltaurate C(C)(=O)NCCS(=O)(=O)[O-].[Zn+2].C(C)(=O)NCCS(=O)(=O)[O-]